4,4,4-trifluoro-3-(4-fluorophenyl)-3-hydroxy-N-(1-(3-(2,2,2-trifluoroethoxy)-phenyl)-cyclopropyl)butanamide FC(C(CC(=O)NC1(CC1)C1=CC(=CC=C1)OCC(F)(F)F)(O)C1=CC=C(C=C1)F)(F)F